O1C(=NC2=C1C=CC=C2)NC2=NC1=C(N2C)C=CC(=C1)C(=O)NCCNC(CN(C)C)=O 2-(benzo[d]oxazol-2-ylamino)-N-(2-(2-(dimethylamino)acetamido)ethyl)-1-methyl-1H-benzo[d]imidazole-5-carboxamide